BrC1=CC(=C(CC=2N(C3=C(N2)SC(=C3)C(=O)OC)CC3OCCN3)C=C1)F methyl 2-(4-bromo-2-fluorobenzyl)-1-(oxazolidin-2-ylmethyl)-1H-thieno[2,3-d]imidazole-5-carboxylate